C[C@H](C(CP(OC)(OC)=O)=O)CC#CC1=CC=CC=C1 (S)-dimethyl (3-methyl-2-oxo-6-phenylhex-5-yn-1-yl)phosphonate